N-(5-((4-chlorobenzyl)(ethyl)amino)-1,3,4-thiadiazol-2-yl)-3-(2-methoxyphenyl)isonicotinamide ClC1=CC=C(CN(C2=NN=C(S2)NC(C2=C(C=NC=C2)C2=C(C=CC=C2)OC)=O)CC)C=C1